N-(3-Cyano-4-fluorophenyl)-5-methylene-5,6,9,10-tetrahydro-4H-isoxazolo[3,4-c]pyrido-[4',3':3,4]pyrazolo[1,5-a]-azepine-11(12H)-carboxamide C(#N)C=1C=C(C=CC1F)NC(=O)N1CC=2C(=NN3C2C=2C(CC(C3)=C)=CON2)CC1